C(C=C)(=O)OCCCCOC1=CC=C(C=C1)C(C)(C)C1=CC=CC=C1 2-(p-cumyl-phenoxyethyl)-ethyl acrylate